diethyl(4-bromobenzyl)phosphonate C(C)OP(OCC)(=O)CC1=CC=C(C=C1)Br